pentane-1-carboxylate C(CCCC)C(=O)[O-]